tert-pentyltris(dimethylamino)tin C(C)(C)(CC)[Sn](N(C)C)(N(C)C)N(C)C